tert-butyl (S)-(5-(5-((8-fluoro-2-methylimidazo[1,2-a]pyridin-6-yl)carbamoyl)pyrazin-2-yl)-5-azaspiro[2.4]heptan-7-yl)carbamate FC=1C=2N(C=C(C1)NC(=O)C=1N=CC(=NC1)N1CC3(CC3)[C@@H](C1)NC(OC(C)(C)C)=O)C=C(N2)C